tert-butyl (3-(3-iodopropoxy)propyl)carbamate ICCCOCCCNC(OC(C)(C)C)=O